C(CC1=CC=CC=C1)[Sb] phenethylstibium